NC1=NC=CC(=C1C#CCN1CCN(CC1)C(=O)OC(C)(C)C)OC1=C(C=C(C=C1)NC(=O)C=1C(N(C(N(C1)C(C)C)=O)C1=CC=C(C=C1)F)=O)F tert-butyl 4-(3-(2-amino-4-(2-fluoro-4-(3-(4-fluorophenyl)-1-isopropyl-2,4-dioxo-1,2,3,4-tetrahydropyrimidine-5-carboxamido)phenoxy)pyridin-3-yl)prop-2-ynyl)piperazine-1-carboxylate